ClC=1C=C(C=C(C1)C(F)(F)F)C1=C(N(N=C1C(F)(F)F)C1=NN(C=C1)C)NC=O N-[4-[3-chloro-5-(trifluoromethyl)phenyl]-2-(1-methylpyrazol-3-yl)-5-(trifluoromethyl)pyrazol-3-yl]formamide